CC1=CC=C([NH3+])C(=C1)C 4,6-dimethylanilinium